Cl.ClC1=C(N=NC=C1)C 4-chloro-3-methylpyridazine hydrochloride